C(C1=CC=CC=C1)(C1=CC=CC=C1)(C1=CC=CC=C1)SSC1C(NC(C(N1)=O)=O)=O 6-(trityldisulfaneyl)piperazine-2,3,5-trione